P(=O)(=O)CS(=O)(=O)O Phosphomethanesulfonic acid